C(C)(C)(C)OC(=O)N1CC(C1)COC1=CC(=NC=C1)N 3-{[(2-Aminopyridin-4-yl)oxy]methyl}azetidine-1-carboxylic acid tert-butyl ester